O=C1CCC(CC1)C(C(=O)O)C (4-oxocyclohexyl)propionic acid